OCCN(CCO)CC=1NC2=CC=CC=C2C(C1)=O 2-((bis(2-hydroxyethyl)amino)methyl)quinolin-4(1H)-one